(6-Ethoxy-[1,2,4]triazolo[4,3-a]pyridin-3-yl)(4-(2-(trifluoromethyl)phenyl)piperidin-1-yl)methanone C(C)OC=1C=CC=2N(C1)C(=NN2)C(=O)N2CCC(CC2)C2=C(C=CC=C2)C(F)(F)F